6-bromo-2H-1,2λ6,3-benzoxathiazine-2,2-dione BrC=1C=CC2=C(C=NS(O2)(=O)=O)C1